3,4:8,9-diepoxybicyclo[4.3.0]nonane C12CC3C(CC2CC2C1O2)O3